(1S)-2,2-difluoro-4-[(1S,4S)-4,6,8-trifluorotetralin-1-yl]-7-(trifluoromethylsulfanyl)indan-1-ol FC1([C@H](C2=C(C=CC(=C2C1)[C@@H]1CC[C@@H](C2=CC(=CC(=C12)F)F)F)SC(F)(F)F)O)F